Bicyclo[1.1.1]Pentane-2-amine hydrochloride Cl.C12C(C(C1)C2)N